((2-chloroethyl)azanediyl)bis(hexane-6,1-diyl) bis(2-butyl octanoate) C(CCC)C(C(=O)OCCCCCCN(CCCCCCOC(C(CCCCCC)CCCC)=O)CCCl)CCCCCC